COC=1C=C2CC(CC2=CC1)C 5-methoxy-2-methyl-indane